C(=O)C=1C(=C(N(C1C)C1=CC(=CC=C1)N1CCCC1)C)C(=O)OCC ethyl 4-formyl-2,5-dimethyl-1-(3-(pyrrolidin-1-yl)phenyl)-1H-pyrrole-3-carboxylate